N-(6-(1,1-dioxido-4-oxo-1,2,5-thiadiazolidin-2-yl)-5-fluoro-7-hydroxynaphthalen-2-yl)-2-(4-(3-(2,6-dioxopiperidin-3-yl)-1-methyl-1H-indazol-6-yl)phenyl)acetamide O=S1(N(CC(N1)=O)C=1C(=C2C=CC(=CC2=CC1O)NC(CC1=CC=C(C=C1)C1=CC=C2C(=NN(C2=C1)C)C1C(NC(CC1)=O)=O)=O)F)=O